COC=1C=C2C3(C(NC2=CC1)=O)CC3 5'-methoxy-2'-oxospiro[cyclopropane-1,3'-indoline]